Cl.CC1=C(C(=NN1)C)C1NCCC1 dimethyl-4-(pyrrolidin-2-yl)-1H-pyrazole hydrochloride